(R)-N-(4-(4-methylpiperazin-1-yl)-2-(3-((methylsulfonyl)methyl)azetidin-1-yl)phenyl)-6-(3-phenylisoxazolidin-2-yl)pyrimidin-4-amine CN1CCN(CC1)C1=CC(=C(C=C1)NC1=NC=NC(=C1)N1OCC[C@@H]1C1=CC=CC=C1)N1CC(C1)CS(=O)(=O)C